P(=O)(O)(O)CC(C(C(=O)[O-])O)C(=O)[O-] 3-phosphonomethylmalate